C1(=CC=CC=C1)C(C1=CC=CC=C1)N[C@@H](CS)C(=O)O diphenylmethyl-L-cysteine